COCCNC=1C=C(C=CC1CN1CCOCC1)COC1=C2CN(C(C2=CC=C1)=O)[C@@H]1C(NC(CC1)=O)=O (3S)-3-[4-[[3-(2-methoxyethylamino)-4-(morpholinomethyl)-phenyl]methoxy]-1-oxo-isoindolin-2-yl]piperidine-2,6-dione